C(C1=CC=CC=C1)N1N=CC(=C1)C1=CN(C[C@H]2N1CCC2)C(=O)OCC2=CC=CC=C2 Benzyl (S)-4-(1-benzyl-1H-pyrazol-4-yl)-6,7,8,8a-tetrahydropyrrolo[1,2-a]pyrazine-2(1H)-carboxylate